ClC1=C(N(N=C1)C)C1(CC1)C(=O)NC(C(=O)O)CCN(CCCCC1=NC=2NCCCC2C=C1)CC(C)OC 2-[[1-(4-chloro-2-methyl-pyrazol-3-yl)cyclopropanecarbonyl]amino]-4-[[2-methoxypropyl]-[4-(5,6,7,8-tetrahydro-1,8-naphthyridin-2-yl)butyl]amino]butanoic acid